2-(((2-(4-(2-hydroxyethyl)piperazin-1-yl)ethyl)amino)methylene)-5-(phenoxymethyl)cyclohexane OCCN1CCN(CC1)CCNC=C1CCC(CC1)COC1=CC=CC=C1